(4-chlorophenyl)-N-(1-methylpiperidin-3-yl)-2-(pyridin-3-yl)pyrimidin-4-amine ClC1=CC=C(C=C1)C=1C(=NC(=NC1)C=1C=NC=CC1)NC1CN(CCC1)C